3-(2-methylphenyl)-6-{4-[4-(propan-2-yl)piperazin-1-yl]phenyl}-1,2-dihydro-quinolin-2-one CC1=C(C=CC=C1)C=1C(NC2=CC=C(C=C2C1)C1=CC=C(C=C1)N1CCN(CC1)C(C)C)=O